(3-(3-Fluorophenyl)prop-2-yn-1-yl)-4-(4-methylpiperazin-1-yl)-1H-benzo[d]imidazole-1-carboxamide FC=1C=C(C=CC1)C#CCC1=NC2=C(N1C(=O)N)C=CC=C2N2CCN(CC2)C